(4-((1-methylcyclopentyl)oxycarbonyl)phenyl)diphenylsulfonium chloride [Cl-].CC1(CCCC1)OC(=O)C1=CC=C(C=C1)[S+](C1=CC=CC=C1)C1=CC=CC=C1